O1CCOC2=C1C=CC=C2B(O)O 1,4-BENZODIOXANE-5-BORONIC ACID